C(C)(=O)OCC=C(C=O)C 4-acetoxy-2-methyl-butenal